tert-butyl (5-(hydroxyimino)-5,6,7,8-tetrahydronaphthalen-2-yl)carbamate ON=C1C=2C=CC(=CC2CCC1)NC(OC(C)(C)C)=O